2-acryloyl-2-methyl-propane sodium [Na].C(C=C)(=O)C(C)(C)C